(4-((1,4-dioxo-1,4-dihydronaphthalen-2-yl)amino)phenyl)-2-methyl-3,5-dinitrobenzamide O=C1C(=CC(C2=CC=CC=C12)=O)NC1=CC=C(C=C1)C1=C(C(=C(C(=O)N)C=C1[N+](=O)[O-])C)[N+](=O)[O-]